NC=1C=C(C=CC1)C1=CC(=C(C=C1)C=1NC(C2=C(N1)N(N=N2)CC2=CC=C(C=C2)OC)=O)OCC 5-(3'-amino-3-ethoxy-[1,1'-biphenyl]-4-yl)-3-(4-methoxybenzyl)-3,6-dihydro-7H-[1,2,3]triazolo[4,5-d]pyrimidin-7-one